5-bromo-4-cyclopropyl-1-[(3-fluoro-4-nitro-phenyl)methyl]imidazole BrC1=C(N=CN1CC1=CC(=C(C=C1)[N+](=O)[O-])F)C1CC1